bis(triphenylphosphine) ammonium manganese bromide [Br-].[Mn].[NH4+].C1(=CC=CC=C1)P(C1=CC=CC=C1)C1=CC=CC=C1.C1(=CC=CC=C1)P(C1=CC=CC=C1)C1=CC=CC=C1